ClC=1C=C(C(=O)C2(CCN(CC2)C(=O)OC(C)(C)C)F)C=CC1 tert-butyl 4-(3-chlorobenzoyl)-4-fluoropiperidine-1-carboxylate